ClC1=NC=C(C=C1C#N)C#N 2-chloropyridine-3,5-dicarbonitrile